COC=1C=C2CNCC2=CC1 5-methoxyisoindolin